2-((2S,4R)-4-Amino-1-(6-chloroimidazo[1,2-a]pyridin-2-carbonyl)pyrrolidin-2-yl)-N-((S)-1-(methylamino)-1-oxo-6-ureidohexan-2-yl)thiazol-4-carboxamid N[C@@H]1C[C@H](N(C1)C(=O)C=1N=C2N(C=C(C=C2)Cl)C1)C=1SC=C(N1)C(=O)N[C@H](C(=O)NC)CCCCNC(=O)N